BrC1=CC2=C(C3=NC=C(C=C3N2C(C2CCOCC2)C2=CC=CC=C2)C2=C(N=NN2C)C)S1 2-bromo-6-(1,4-dimethyl-1H-1,2,3-triazol-5-yl)-4-(phenyl-(tetrahydro-2H-pyran-4-yl)methyl)-4H-thieno[2',3':4,5]Pyrrolo[3,2-b]Pyridine